(2S)-N-[5-(2,4-difluorophenoxy)pyrazin-2-yl]-2-{4-[5-methoxy-6-(1H-pyrazol-3-yl)pyrazine-2-carbonyl]-3,3-dimethylpiperazin-1-yl}propanamide FC1=C(OC=2N=CC(=NC2)NC([C@H](C)N2CC(N(CC2)C(=O)C2=NC(=C(N=C2)OC)C2=NNC=C2)(C)C)=O)C=CC(=C1)F